FCS(=O)(=O)N[C@@H]1[C@@H](N([C@@H](C1)C)C(=O)OC(C)C)CO[C@@H]1C[C@@H]2C[C@@]2(CC1)C1=NC=C(C=N1)F isopropyl (2R,3S,5R)-3-((fluoromethyl)sulfonamido)-2-((((1S,3S,6R)-6-(5-fluoropyrimidin-2-yl)bicyclo[4.1.0]heptan-3-yl)oxy)methyl)-5-methylpyrrolidine-1-carboxylate